C(C=C)(=O)O.C1(CCCCCCCCC1)(CO)CO.C1(CCCCCCCCC1)(CO)CO.C1(CCCCCCCCC1)(CO)CO triCyclodecanedimethanol monoacrylate